CC=1C=C(C=CC1O)C(=O)C1=CC(=CC(=C1)C(=O)C1=CC(=C(C=C1)O)C)C(=O)C1=CC(=C(C=C1)O)C 1,3,5-tris(3-methyl-4-hydroxyphenylcarbonyl)benzene